N-(1-(6-(3-cyano-5-fluoropyridin-2-yl)-5-fluoro-1-neopentyl-1H-indol-3-yl)ethyl)cyclopropanesulfonamide C(#N)C=1C(=NC=C(C1)F)C1=C(C=C2C(=CN(C2=C1)CC(C)(C)C)C(C)NS(=O)(=O)C1CC1)F